3-(2-methyl-3-nitrophenyl)-6,7-dihydro-5H-[1,2,4]triazolo[3,4-b][1,3]thiazine CC1=C(C=CC=C1[N+](=O)[O-])C1=NN=C2SCCCN21